COC1=CC=C(C=N1)[C@H]1COC=2C(=NC=CC2)O1 (S)-3-(6-methoxypyridin-3-yl)-2,3-dihydro-[1,4]dioxino[2,3-b]pyridin